5-methyl-1-(1-(4-(pyridin-4-yl)benzyl)-1H-indol-5-yl)-1H-pyrazole-3-carboxamide CC1=CC(=NN1C=1C=C2C=CN(C2=CC1)CC1=CC=C(C=C1)C1=CC=NC=C1)C(=O)N